OCC1=NC=CC(=C1)C#N 2-(hydroxymethyl)pyridine-4-carbonitrile